FC=1C=C(OC2=CC=C(C=C2)NC(OCC=2C(=C3C(N(CC3=CC2)C2C(NC(CC2)=O)=O)=O)OCC(=O)N2CCOCC2)=O)C=CC1F [2-(2,6-dioxopiperidin-3-yl)-4-[2-(morpholin-4-yl)-2-oxoethoxy]-3-oxo-2,3-dihydro-1H-isoindol-5-yl]methyl N-[4-(3,4-difluorophenoxy) phenyl]carbamate